11-hydroxy-7-methoxy-11-methyl-10H-pyrido[3,4-b]carbazol-5-one OC1(C2=C(C(C=3C4=CC(=CC=C4NC13)OC)=O)C=CN=C2)C